6-((6-chloro-2-cyano-1-(1-ethyl-1H-pyrazol-4-yl)-1H-indol-3-yl)thio)picolinic acid ClC1=CC=C2C(=C(N(C2=C1)C=1C=NN(C1)CC)C#N)SC1=CC=CC(=N1)C(=O)O